tert-butyl ((1r,3r)-3-(piperazin-1-yl)cyclobutyl)carbamate diacetate C(C)(=O)O.C(C)(=O)O.N1(CCNCC1)C1CC(C1)NC(OC(C)(C)C)=O